2-Amino-4-(3-(4-(dimethylamino)-2-methylpyrrolidin-1-yl)-5-fluoro-7,9-dihydrofuro[3,4-f]quinazolin-6-yl)-7-fluorothieno[3,2-c]pyridine-3-carbonitrile NC1=C(C=2C(=NC=C(C2S1)F)C=1C2=C(C=3C=NC(=NC3C1F)N1C(CC(C1)N(C)C)C)COC2)C#N